C(C)(C)(C)OC(=O)NC=1C=C(C=CC1)C1(CC(C1)(C)C#N)CC(=O)O 2-((1r,3r)-1-(3-((tert-butoxycarbonyl)amino)phenyl)-3-cyano-3-methylcyclobutyl)acetic acid